CS=C(C#CC(C)(C)N(C)CCOCC1=CC(=C(C=C1)C)C)O.C(C)OC(C=C)=O.C(\C=C/C(=O)O)(=O)O maleic acid ethyl-acrylate S-methyl-4-[2-[(3,4-dimethylphenyl)methoxy]ethyl-methyl-amino]-4-methyl-pent-2-ynethioate